(3r,4r)-1-(5,6-difluoro-1-((4-methylthiazol-2-yl)methyl)-1H-benzo[d]imidazol-2-yl)-4-fluoropiperidin-3-amine FC1=CC2=C(N(C(=N2)N2C[C@H]([C@@H](CC2)F)N)CC=2SC=C(N2)C)C=C1F